C(C1=CC=CC=C1)N1CCN(CC1)C(=O)C1=CC=2C(=C3C4(NC(NC3=C(C2)Cl)=O)CCCCC4)O1 2'-(4-benzylpiperazine-1-carbonyl)-5'-chloro-7',8'-dihydro-6'H-spiro[cyclohexane-1,9'-furo[2,3-f]quinazoline]-7'-one